CN1N=NC(=C1NC(O[C@H](C)C=1N=C(SC1Cl)Cl)=O)C1=NC(=C(C=C1)NS(=O)(=O)C)C (R)-1-(2,5-dichlorothiazol-4-yl)ethyl (1-methyl-4-(6-methyl-5-(methylsulfonamido) pyridin-2-yl)-1H-1,2,3-triazol-5-yl)carbamate